N-(1-(2,3-dihydroxypropyl)piperidin-4-yl)-6-(3-((2-methoxy-4-(methylsulfonyl)phenyl)amino)prop-1-yn-1-yl)-1-(2,2,2-trifluoroethyl)-1H-benzo[d]imidazole-4-carboxamide OC(CN1CCC(CC1)NC(=O)C1=CC(=CC=2N(C=NC21)CC(F)(F)F)C#CCNC2=C(C=C(C=C2)S(=O)(=O)C)OC)CO